tert-butyl 3-bromo-4-fluorobenzoate BrC=1C=C(C(=O)OC(C)(C)C)C=CC1F